C(C)N1N=C(C=C1C)C(=O)NC1=CC(=CC(=C1)NS(=O)(=O)C)F 1-ethyl-N-(3-fluoro-5-methanesulfonamidophenyl)-5-methyl-1H-pyrazole-3-carboxamide